N[C@@H](CCC#N)C1=CC=CC=C1 (S)-4-amino-4-phenylbutanenitrile